Cl.Cl.CN1N=C(C=C1)C=1C=C(C=2N(C1)N=CC2C#N)C=2C=NC(=CC2)N2CCNCC2 6-(1-methyl-1H-pyrazol-3-yl)-4-(6-(piperazin-1-yl)pyridin-3-yl)pyrazolo[1,5-a]pyridine-3-carbonitrile dihydrochloride